5-(4-(difluoromethoxy)phenylsulfonyl)-4,5-dihydropyrrolo[3,4-c]pyrrol FC(OC1=CC=C(C=C1)S(=O)(=O)N1C=C2C(C1)=CN=C2)F